CC1=NC(=NC=C1O[C@@H]1C[C@H](CCC1)C(=O)OC(C)C)C=1C=NN(C1COC1OCCCC1)C Isopropyl (1S,3S)-3-((4-methyl-2-(1-methyl-5-(((tetrahydro-2H-pyran-2-yl)oxy) methyl)-1H-pyrazol-4-yl)pyrimidin-5-yl)oxy)cyclohexane-1-carboxylate